(S)-3-((2,3-difluorobenzyl)oxy)-7,8,8a,9-tetrahydropyrrolo[1',2':3,4]imidazo[1,2-c]pyrimidin-1(6H)-one FC1=C(COC=2C=C3N(C(N2)=O)C[C@H]2N3CCC2)C=CC=C1F